(3-((R)-4-(6-amino-8-oxo-7-(4-phenoxyphenyl)-7,8-dihydro-9H-purin-9-yl)-3,3-difluoro-[1,4'-bipiperidin]-1'-yl)azetidin-1-yl)-2-(2,6-dioxopiperidin-3-yl)isoindoline-1,3-dione NC1=C2N(C(N(C2=NC=N1)[C@H]1C(CN(CC1)C1CCN(CC1)C1CN(C1)C1=C2C(N(C(C2=CC=C1)=O)C1C(NC(CC1)=O)=O)=O)(F)F)=O)C1=CC=C(C=C1)OC1=CC=CC=C1